(2s,3r,5s)-2-(methylamino)octadecane-3,5-diol CN[C@@H](C)[C@@H](C[C@H](CCCCCCCCCCCCC)O)O